COC1=CC=C(CN(C2=NC(=NN3C2=NC=C3C(C=3C=C(C(=NC3)N3CCC(CC3)N(C(OC(C)(C)C)=O)C)C)O)OCCCC)CC3=CC=C(C=C3)OC)C=C1 tert-butyl (1-(5-((4-(bis(4-methoxybenzyl)amino)-2-butoxyimidazo[2,1-f][1,2,4]triazin-7-yl)(hydroxy)methyl)-3-methylpyridin-2-yl)piperidin-4-yl)(methyl)carbamate